BrC1=C(NC(=CC1=O)C)[C@@H]1O[C@]([C@H]([C@H]1C1=C(C(=C(C=C1)F)F)OC)C)(C(F)(F)F)C 3-bromo-2-((2R,3S,4S,5R)-3-(3,4-difluoro-2-methoxyphenyl)-4,5-dimethyl-5-(trifluoromethyl)tetrahydrofuran-2-yl)-6-methylpyridin-4(1H)-one